1,3,6,9,12-pentaoxa-2-thiacyclotetradecane 2,2-dioxide O1S(OCCOCCOCCOCC1)(=O)=O